BrC=1C=C(SC1)CCN 2-(4-bromothiophen-2-yl)ethane-1-amine